2-methoxy(dichlorophosphinyl)benzene COC1=C(C=CC=C1)P(=O)(Cl)Cl